C1(CC1)C1=C(C(=NO1)C1=C(C=CC=C1Cl)Cl)COC1CCN(CC1)C1=CC=C2C(=CN(C2=C1)C)C(=O)O 6-{4-[5-cyclopropyl-3-(2,6-dichlorophenyl)-isoOxazol-4-ylmethoxy]-piperidin-1-yl}-1-methyl-1H-indole-3-carboxylic acid